C(#N)C1=C(C=NC=2OCCNC21)NC2=C(C(NC=C2)=O)C(=O)NC2=CC=C(C=C2)N2CCN(CC2)C 4-((8-cyano-2,3-dihydro-1H-pyrido[2,3-b][1,4]oxazin-7-yl)amino)-N-(4-(4-methylpiperazin-1-yl)phenyl)-2-oxo-1,2-dihydropyridine-3-carboxamide